C(C(C)C)C1=CC=C(C(=O)OC(CC)C(C(CC)OC(C2=CC=C(C=C2)CC(C)C)=O)CC)C=C1 4-ethyl-3,5-heptanediol bis(4-isobutylbenzoate)